COC(=O)C1=NC(=NC(=C1)NC1=NNC(=C1)CCC1=C(C=CC(=C1)NC(C1=CC(=CC=C1)C(F)(F)F)=O)F)C 6-((5-(2-fluoro-5-(3-(trifluoromethyl)benzamido)phenethyl)-1H-pyrazol-3-yl)amino)-2-methylPyrimidine-4-carboxylic acid methyl ester